5-(tert-butyl)-N-(2-chloro-4-(pyrazolo[1,5-a]pyrazin-4-yl)benzyl)-1,2,4-oxadiazole-3-carboxamide C(C)(C)(C)C1=NC(=NO1)C(=O)NCC1=C(C=C(C=C1)C=1C=2N(C=CN1)N=CC2)Cl